methyl 4-(2-(4-chlorophenoxy)-2-methylpropanamido)benzo[b]thiophene-2-carboxylate ClC1=CC=C(OC(C(=O)NC2=CC=CC=3SC(=CC32)C(=O)OC)(C)C)C=C1